ClC=1C=C(C=2N(N1)C(=CN2)F)[C@@H]2[C@H](C2)C2=NC=C(C=C2)Cl 6-chloro-8-((1S,2S)-2-(5-chloropyridin-2-yl)cyclopropyl)-3-fluoroimidazo[1,2-b]pyridazine